FC1=C(C=C(C(=C1)C1C(CCC2=CC(=CC=C12)OCOCCOC)C1=CC=CC=C1)OC)O 2-fluoro-5-methoxy-4-(6-((2-methoxyethoxy)methoxy)-2-phenyl-1,2,3,4-tetrahydronaphthalen-1-yl)phenol